5-chloro-2-[4-[[3-hydroxycyclohexyl]amino]pyrido[3,4-d]pyridazin-1-yl]phenol ClC=1C=CC(=C(C1)O)C1=C2C(=C(N=N1)NC1CC(CCC1)O)C=NC=C2